1-((4,4-difluorocyclohexyl)methyl)-3,4-dimethyl-1H-pyrazole-5-carboxylic acid FC1(CCC(CC1)CN1N=C(C(=C1C(=O)O)C)C)F